C[C@H]1N(CC(N(C1)C(=O)OC(C)(C)C)C=1C=C(C=CC1)C)C(=O)C1(CC1)C (5R)-tert-butyl 5-methyl-4-(1-methylcyclopropanecarbonyl)-2-(m-tolyl)piperazine-1-carboxylate